COC1=CC=C(C=C1)C(C)(C)C=1N=C(SC1)NC(NCC=1C=CC(=C(C(=O)NC)C1)N1CCNCC1)=O 5-((3-(4-(2-(4-methoxy-phenyl)propan-2-yl)-thiazol-2-yl)ureido)meth-yl)-N-methyl-2-(piperazin-1-yl)benzamide